C(C)(=O)C1=NC=CC(=C1)B1OC(C)(C)C(C)(C)O1 2-acetylpyridine-4-boronic acid pinacol ester